NC[C@@H]1CN(CCC1)C(=O)OC(C)(C)C tert-butyl (3R)-3-(aminomethyl)piperidine-1-carboxylate